2,4,7,9-tetramethyl-4,7-decanediol CC(C)CC(CCC(CC(C)C)(O)C)(O)C